1-(4-chlorobenzyl)-3-(6-((3-methyl-2-oxopyrrolidin-1-yl)methyl)spiro[3.3]hept-2-yl)urea ClC1=CC=C(CNC(=O)NC2CC3(C2)CC(C3)CN3C(C(CC3)C)=O)C=C1